4-((cyclopentylmeth-yl)amino)-2-((2-methoxy-4-((4-morpholino-piperidin-1-yl)sulfonyl)phenyl)amino)-7H-pyrrolo[2,3-d]pyrimidine-5-carbonitrile C1(CCCC1)CNC=1C2=C(N=C(N1)NC1=C(C=C(C=C1)S(=O)(=O)N1CCC(CC1)N1CCOCC1)OC)NC=C2C#N